C(C)(C)(C)OC(=O)N[C@@H](CCC(=O)O)C(=O)O N-(t-butoxycarbonyl)-L-glutamic acid